7-methoxy-3,4-dihydroquinoline-1(2H)-carboxylate COC1=CC=C2CCCN(C2=C1)C(=O)[O-]